4-(difluoromethoxy)pyrrolidin-2-one FC(OC1CC(NC1)=O)F